2-(((1-(2,2,2-trifluoroethyl)azetidin-3-yl)carbamoyl)oxy)propane-1,3-diyl dipalmitate C(CCCCCCCCCCCCCCC)(=O)OCC(COC(CCCCCCCCCCCCCCC)=O)OC(NC1CN(C1)CC(F)(F)F)=O